C(C)(C)N1C(=CC2=CC=C(C=C12)C(=O)OC)C methyl 1-isopropyl-2-methyl-1H-indole-6-carboxylate